[I-].CC(C(=O)OC(CCCCCCCCCCCCCCC)[N+]1(CCC=C(C1)C1=NSN=C1OCCCCCC)C)C 1-[5-(4-Hexoxy-1,2,5-thiadiazol-3-yl)-1-methyl-3,6-dihydro-2H-pyridin-1-ium-1-yl]hexadecyl 2-methylpropanoate iodide